ClC=1SC(=CN1)C1CC(N(CC1)C12CC(C1)(C2)C2=CC=NC=C2)=O 4-(2-chlorothiazol-5-yl)-1-(3-(pyridin-4-yl)bicyclo[1.1.1]pentan-1-yl)piperidin-2-one